COC(=O)C1=CC=C(S1)CC1CN(C1)C(=O)OC(C)(C)C tert-Butyl 3-((5-(methoxycarbonyl)thiophen-2-yl)methyl)azetidine-1-carboxylate